CC=1SC(=C(N1)C(=O)O)C 2,5-dimethylthiazole-4-carboxylic acid